(1S)-6-{3-aminobicyclo[1.1.1]pentane-1-carbonyl}-6-azaspiro[2.5]octan NC12CC(C1)(C2)C(=O)N2CCC1(CC1)CC2